ClC1=CC=C(C=C1)CC[NH3+] p-chlorophenylethylammonium